P(O)(=O)(OP(=O)(O)OP(=O)(O)O)OC[C@@H]1[C@H]([C@H]([C@@H](O1)N1C(=O)NC(=O)C(=C1)C=O)O)O 5-formyluridine-5'-triphosphate